N[C@H]1CN(CCC1)C(=O)C1=NN(C(=C1)C1=CC(=C(C#N)C=C1)F)C1=C(C=C(C=C1)C1CC1)F (R)-4-(3-(3-Aminopiperidin-1-carbonyl)-1-(4-cyclopropyl-2-fluorophenyl)-1H-pyrazol-5-yl)-2-fluorobenzonitril